Allyl (S)-2-((((9H-fluoren-9-yl)methoxy)carbonyl)amino)-3-(5-(3-chlorophenyl)-4-methylthiazol-2-yl)propanoate C1=CC=CC=2C3=CC=CC=C3C(C12)COC(=O)N[C@H](C(=O)OCC=C)CC=1SC(=C(N1)C)C1=CC(=CC=C1)Cl